CN(CCC=1C(=CC(N(C1)C(C(=O)N[C@@H](CC(=O)O)C=1C=C(C=C(C1F)C)C1=C(C=C(C=C1C)C)C)CCC(C)C)=O)C)C (3S)-3-(2-(5-(2-(dimethylamino)ethyl)-4-methyl-2-oxopyridin-1(2H)-yl)-5-methylhexanamido)-3-(4-fluoro-2',4',5,6'-tetramethylbiphenyl-3-yl)propanoic acid